O=C1NC(CCC1N1C(C2=CC=C(C=C2C1=O)N1CCC(CC1)CCCC1(C(=O)N)CC=C(C(=O)NC2=CC3=C(NC(=N3)CN3[C@H](CCC3)C)C=C2)C=C1)=O)=O 1-(3-(1-(2-(2,6-dioxopiperidin-3-yl)-1,3-dioxoisoindolin-5-yl)piperidin-4-yl)propyl)-N4-(2-(((S)-2-methylpyrrolidin-1-yl)methyl)-1H-benzo[d]imidazol-5-yl)terephthalamide